bromo-2-(prop-1-en-2-yl)benzene BrC1=C(C=CC=C1)C(=C)C